methyl 2-(piperazin-1-ylmethyl)-1h-indole-6-carboxylate N1(CCNCC1)CC=1NC2=CC(=CC=C2C1)C(=O)OC